[N+](=O)([O-])C=1C=C(C=CC1)/C=C/C(=O)C1=CC=C(C=C1)S(=O)(=O)NCCC(=O)O 3-[[4-[(E)-3-(3-Nitrophenyl)prop-2-enoyl]phenyl]sulfonylamino]propanoic acid